CN1N=C(C=C1C1=NC2=C(N1)C=CC=C2)[N+](=O)[O-] 2-(2-methyl-5-nitro-pyrazol-3-yl)-1H-benzimidazole